ClC1=CC2=C(C(N=C2C=C1)=O)CC1CCC(CC1)C1=CC=CC=C1 5-chloro-3-(4-phenylcyclohexyl)methylindol-2-one